5-[5-[(1R)-1-(3,5-dichloro-4-pyridyl)ethoxy]-6-methoxy-1-tetrahydropyran-2-yl-indazol-3-yl]-2-(8-oxa-2,5-diazaspiro[3.5]nonan-2-yl)pyridine-3-carbonitrile ClC=1C=NC=C(C1[C@@H](C)OC=1C=C2C(=NN(C2=CC1OC)C1OCCCC1)C=1C=C(C(=NC1)N1CC2(C1)NCCOC2)C#N)Cl